potassium N'-Cbz-L-ornithine isocyanate C(=O)(OCC1=CC=CC=C1)NCCC[C@H](N)C(=O)N=C=O.[K]